COC(=O)C1CCC(CC1)NC 4-(methylamino)cyclohexanecarboxylic acid methyl ester